NCCOCCOCC(=O)O [2-(2-Aminoethoxy)-ethoxy]-acetic acid